BrC=1C=C(C(=O)OC)C=C(C1O)\C(\C)=N/O (Z)-methyl 3-bromo-4-hydroxy-5-(1-(hydroxyimino)ethyl)benzoate